FC(CNCC1=NN(C2=CC=C(C=C12)[N+](=O)[O-])C)F 2,2-Difluoro-N-((1-methyl-5-nitro-1H-indazol-3-yl)methyl)ethan-1-amine